tert-butyl (S)-(2-((4-((2-(4-chloro-2-fluorobenzyl)pyrimidin-4-yl)oxy)piperidin-1-yl)methyl)-1-(oxetan-2-ylmethyl)-1H-benzo[d]imidazol-5-yl)carbamate ClC1=CC(=C(CC2=NC=CC(=N2)OC2CCN(CC2)CC2=NC3=C(N2C[C@H]2OCC2)C=CC(=C3)NC(OC(C)(C)C)=O)C=C1)F